[3-(methoxycarbonyl)cyclobutyl]acetic acid COC(=O)C1CC(C1)CC(=O)O